NC1=C(C(=C(C=C1)S(=O)(=O)O)C)C aminodimethylbenzenesulfonic acid